2-fluoro-N-(4-nitrophenyl)benzamide FC1=C(C(=O)NC2=CC=C(C=C2)[N+](=O)[O-])C=CC=C1